2-deuterio-5-[(2R,6S)-2-methyl-6-[(6-piperazin-1-ylspiro[1H-isobenzofuran-3,3'-azetidine]-1'-yl)methyl]morpholin-4-yl]quinoline-8-carbonitrile [2H]C1=NC2=C(C=CC(=C2C=C1)N1C[C@H](O[C@H](C1)CN1CC2(C1)OCC1=CC(=CC=C12)N1CCNCC1)C)C#N